NC1=NC(=CC(=N1)N1CCN(CC1)CC([C@]1(CC[C@H]2[C@@H]3CCC4=CC(CC[C@]4(C)C3=CC[C@]12C)=O)O)=O)N(CC)CC 21-[4-[2-amino-6-(diethylamino)-4-pyrimidinyl]-1-piperazinyl]-17alpha-hydroxypregna-4,9(11)-diene-3,20-dione